Cl.FC=1SC=C2C1CCC(C2)NC 1-fluoro-N-methyl-4,5,6,7-tetrahydro-2-benzothiophen-5-amine hydrochloride